methyl (E)-4-((2S)-2-(2-(N-(1-(1-(naphthalen-1-yl)ethyl)piperidin-4-yl)cyclobutanecarboxamido)acetamido)propanamido)but-2-enoate C1(=CC=CC2=CC=CC=C12)C(C)N1CCC(CC1)N(C(=O)C1CCC1)CC(=O)N[C@H](C(=O)NC/C=C/C(=O)OC)C